(±)-trans-N-methyl-4-phenyl-N-[3-(pyrid-3-yl)phenyl]pyrrolidine-3-carboxamide tert-Butyl-3-bromo-4-oxo-piperidine-1-carboxylate C(C)(C)(C)OC(=O)N1CC(C(CC1)=O)Br.CN(C(=O)[C@@H]1CNC[C@H]1C1=CC=CC=C1)C1=CC(=CC=C1)C=1C=NC=CC1 |r|